C1(NCCCC12CCNCC2)=O 2,9-diazaspiro[5.5]undecan-1-one